N-(4'-(5-Fluoro-6-hydroxy-1H-indazol-1-yl)-[1,1'-biphenyl]-4-yl)methanesulfonamide FC=1C=C2C=NN(C2=CC1O)C1=CC=C(C=C1)C1=CC=C(C=C1)NS(=O)(=O)C